4-(4-(3,4-dichlorophenyl)-5-isobutylthiazol-2-yl)piperazine-1,2-dicarboxylic acid 1-benzyl ester 2-methyl ester COC(=O)C1N(CCN(C1)C=1SC(=C(N1)C1=CC(=C(C=C1)Cl)Cl)CC(C)C)C(=O)OCC1=CC=CC=C1